C(C=C)(=O)NC=1C(=CC(=C(C1)NC1=NC=C(C(=N1)N1CC(C2=CC(=C(C=C12)F)F)(C)C)C(=O)OC(C)C)OC)N1[C@H](CCC1)CN(C)C isopropyl (R)-2-((5-acrylamido-4-(2-((dimethyl-amino)methyl)pyrrolidin-1-yl)-2-meth-oxyphenyl)amino)-4-(5,6-difluoro-3,3-dimethylindolin-1-yl)pyrimidine-5-carboxylate